FC1=C(CNC(OC(C)(C)C)=O)C=CC(=C1)C1=C(N=CS1)C tert-butyl (2-fluoro-4-(4-methylthiazol-5-yl)benzyl)carbamate